N1C(=NC2=C1C=CC=C2)C2=CC(=NN2C)NC(=O)C=2C=NC(=CC2)N2CCC1(COC1)C2 N-[5-(1H-benzimidazol-2-yl)-1-methyl-pyrazol-3-yl]-6-(2-oxa-7-azaspiro[3.4]octan-7-yl)pyridine-3-carboxamide